N-{(1S)-1-(4-Methylcyclohexyl)-2-oxo-2-[(2-oxospiro-[1H-pyrrolo[3,2-c]pyridine-3,4'-oxane]-6-yl)amino]ethyl}-pyrrolidine-1-carboxamide CC1CCC(CC1)[C@@H](C(NC1=CC2=C(C=N1)C1(CCOCC1)C(N2)=O)=O)NC(=O)N2CCCC2